CC1=C2C(=CC(=C1)O2)CCC 2-methyl-6-propyl-1,4-phenyleneether